(S)-ethyl 2-amino-4-fluoro-4-methylpentanoate hydrochloride Cl.N[C@H](C(=O)OCC)CC(C)(C)F